4-(4-(1-(2-((2-((carboxymethyl)amino)-2-oxoethyl)amino)-2-oxoethyl)-5'-fluoro-1H,1'H-[4,6'-biindazole]-1'-carbonyl)piperidin-1-yl)-4-oxobutanoic acid C(=O)(O)CNC(CNC(CN1N=CC=2C(=CC=CC12)C1=C(C=C2C=NN(C2=C1)C(=O)C1CCN(CC1)C(CCC(=O)O)=O)F)=O)=O